O1[C@@H](COCC1)CCOC1=CC(=C(C=C1)CC(=O)O)F |o1:1| 2-[4-[2-((2R or S)-1,4-dioxan-2-yl)ethoxy]-2-fluoro-phenyl]acetic acid